4-[trans-(4-aminocyclohexyl)amino]-N'-(2-chloro-5-fluoro-phenyl)-6-(6-methyl-1,3-benzodioxol-5-yl)pyrrolo[1,2-b]pyridazine-3-carboxamidine N[C@@H]1CC[C@H](CC1)NC=1C=2N(N=CC1C(=NC1=C(C=CC(=C1)F)Cl)N)C=C(C2)C2=CC1=C(OCO1)C=C2C